S1C(=NC2=C1C=CC=C2)NC2=C(C1=C(N=N2)N(CCC1)C=1SC(=C(N1)C(=O)OC)CCCOC1=C(C=C(C=C1)CCCO)F)C methyl 2-[3-(1,3-benzothiazol-2-ylamino)-4-methyl-6,7-dihydro-5H-pyrido[2,3-c]pyridazin-8-yl]-5-[3-[2-fluoro-4-(3-hydroxypropyl)phenoxy]propyl]thiazole-4-carboxylate